2-[(4S)-4-sec-butyl-N-phenyl-2-imidazolinyl]nitrobenzene Sodium Chloride [Cl-].[Na+].C(C)(CC)[C@@H]1N=C(N(C1)C1=CC=CC=C1)C1=C(C=CC=C1)[N+](=O)[O-]